5-(3-aminophenyl)-1,3,4-oxadiazole NC=1C=C(C=CC1)C1=NN=CO1